ClC1=CC2=C(C=N1)C(N(C2)CC(C)C)=O 6-chloro-2-isobutyl-1H-pyrrolo[3,4-c]Pyridin-3(2H)-one